S1C=2N(C=C1)N=CC2C(=O)N2CC1(C2)CC(C1)NC(=O)NC1=CC(=CC=C1)OC(F)(F)F 1-(2-(pyrazolo[5,1-b]thiazole-7-carbonyl)-2-azaspiro[3.3]heptan-6-yl)-3-(3-(trifluoromethoxy)phenyl)urea